CC1=C(C=C(C(=O)NC=2C=NN(C2C)C(C)C)C=C1)C#CC=1C=NC=CC1 4-methyl-N-[5-methyl-1-(propan-2-yl)-1H-pyrazol-4-yl]-3-[2-(pyridin-3-yl)ethynyl]benzamide